((S)-1-(4-fluorophenyl)-3,4-dihydro-isoquinolin-2(1H)-yl)((3S,4aR,7R,8aS)-3-(trifluoromethyl)octahydropyrano[3,4-b][1,4]oxazin-7-yl)methanone FC1=CC=C(C=C1)[C@@H]1N(CCC2=CC=CC=C12)C(=O)[C@H]1C[C@H]2[C@@H](O[C@@H](CN2)C(F)(F)F)CO1